7-((4-(2-fluoro-6-(methylcarbamoyl)pyridin-3-yl)piperazin-1-yl)methyl)-9-fluoro-1,2,3,5-tetrahydro-4H-cyclopenta[c]quinolin-4-one FC1=NC(=CC=C1N1CCN(CC1)CC=1C=C(C=2C3=C(C(NC2C1)=O)CCC3)F)C(NC)=O